bis(2-amino ethyl) ether NCCOCCN